5-((4-Methoxypyridin-2-yl)methoxy)-N-(1-(7-methoxyquinolin-5-yl)cyclopropyl)-2-methylbenzamide COC1=CC(=NC=C1)COC=1C=CC(=C(C(=O)NC2(CC2)C2=C3C=CC=NC3=CC(=C2)OC)C1)C